FC1=C2CCCC(C2=CC=C1)CNC=1C=NC=CC1C(=O)O 3-{[(5-fluoro-1,2,3,4-tetrahydronaphthalen-1-yl)methyl]amino}pyridine-4-carboxylic acid